[N+](=O)([O-])C1=CC(=CC=C1)C=C 4-nitro-2-vinylbenzene